2-(4-(3,8-Diazabicyclo[3.2.1]oct-8-yl)benzyl)-9-cyclopentyl-N-phenyl-9H-purin-8-amine C12CNCC(CC1)N2C2=CC=C(CC1=NC=C3N=C(N(C3=N1)C1CCCC1)NC1=CC=CC=C1)C=C2